C([2H])([2H])([2H])N(CCC1=CN(C2=CC=CC(=C12)OP(=O)(O)O)CP(O)(O)=O)C([2H])([2H])[2H] ((3-(2-(bis(methyl-d3)amino)ethyl)-4-(phosphono-oxy)-1H-indol-1-yl)methyl)phosphonic acid